3-sec-butyl-1-isobutyl-4-hydroxy-5-n-propyl-pyrazole C(C)(CC)C1=NN(C(=C1O)CCC)CC(C)C